Methyl 5-acetamido-7,8,9-tri-O-acetyl-4-((2-aminophenyl)-1H-1,2,3-triazol-1-yl)-2,6-anhydro-3,4,5-trideoxy-D-glycero-D-galacto-non-2-enonate C(C)(=O)N[C@@H]1[C@H](C=C(C(=O)OC)O[C@H]1[C@H](OC(C)=O)[C@H](OC(C)=O)COC(C)=O)N1N=NC(=C1)C1=C(C=CC=C1)N